C(C)(=O)C1=CC=C(S1)C(C(C(=O)OC)C)C1=CC(=C(C=C1)C)CO Methyl 3-(5-Acetylthiophen-2-yl)-3-[3-(Hydroxymethyl)-4-Methylphenyl]-2-Methylpropanoate